CN(C(O)=O)CC1CN(C2=CC=CN=C2C1)C1=CC=C(C=C1)C(F)(F)F.C(C)(=O)N(C(C(=C)C)=O)C(=C)C1=CC=CC=C1 N-acetyl-N-(1-phenylethenyl)methacrylamide Methyl-((1-(4-(trifluoromethyl)phenyl)-1,2,3,4-tetrahydro-1,5-naphthyridin-3-yl)methyl)carbamate